FC1=CC=C(C=C1)C1=C(C=C2CCCN(C2=N1)C(CC)=O)[Se]C1=CC=CC=C1 1-(7-(4-fluorophenyl)-6-(phenylseleno)-3,4-dihydro-1,8-naphthyridin-1(2H)-yl)propan-1-one